4,4'-difluorobenzilic acid methyl ester COC(C(O)(C1=CC=C(C=C1)F)C1=CC=C(C=C1)F)=O